ferrous alaninate N[C@@H](C)C(=O)[O-].[Fe+2].N[C@@H](C)C(=O)[O-]